fluoro-2-methoxy-6-morpholino-N-(2-phenylethyl)-1H-benzo[d]Imidazole-1-carboxamide FC1=CC(=CC=2N(C(=NC21)OC)C(=O)NCCC2=CC=CC=C2)N2CCOCC2